TRIETHYL-CITRATE C(C)C(C(C(C(=O)[O-])(CC)CC)(O)C(=O)[O-])C(=O)[O-]